ClC1=C(C=C(C=C1)N(C(=O)C1=NC=C(C=C1)C(=O)N)CC1=NC=CC=C1)C1=NC=CC=C1 N-(4-chloro-3-(pyridin-2-yl)phenyl)-N2-(pyridin-2-ylmethyl)pyridine-2,5-dicarboxamide